rel-(1S)-1-[3-fluoro-4-[1-methyl-4-(trifluoromethyl)imidazol-2-yl]phenyl]ethanol FC=1C=C(C=CC1C=1N(C=C(N1)C(F)(F)F)C)[C@H](C)O |o1:17|